FC(C(C(F)(F)F)(O)C1=CC=C(C=C1)C1=C(C=C(C=C1)CN1[C@@H](CN(CC1)CC1=CC=NC=C1)CC(=O)OCCOCC)C)(F)F 2-ethoxyethyl (R)-2-(1-((4'-(1,1,1,3,3,3-hexafluoro-2-hydroxy propan-2-yl)-2-methyl-[1,1'-biphenyl]-4-yl)methyl)-4-(pyridin-4-ylmethyl)piperazin-2-yl)acetate